(S)-N-(6-((2S)-4-(4-(3R,4R)-hydroxy-3-methyltetrahydrofuran-3-yl)-2-methylpiperazin-1-yl)-7-methylisoquinolin-3-yl)-6-oxaspiro[2.5]octane-1-carboxamide O[C@@H]1[C@](COC1)(C)N1C[C@@H](N(CC1)C=1C=C2C=C(N=CC2=CC1C)NC(=O)[C@H]1CC12CCOCC2)C